N-(2,2-dimethyl-3-phenylpropyl)-1-(7-methylthiothieno[3,2-d]pyrimidin-4-yl)piperidin-4-amine CC(CNC1CCN(CC1)C=1C2=C(N=CN1)C(=CS2)SC)(CC2=CC=CC=C2)C